5-(2,6-difluoro-4-nitrophenoxy)-2-fluoroaniline FC1=C(OC=2C=CC(=C(N)C2)F)C(=CC(=C1)[N+](=O)[O-])F